6-{2-[(3-exo)-8-Azabicyclo[3.2.1]oct-3-yl(methyl)amino][1,3]thiazolo[4,5-c]pyridin-6-yl}-2-methylimidazo[1,2-a]pyridin-8-carbonitril-Hydrochlorid Cl.C12CC(CC(CC1)N2)N(C=2SC1=C(C=NC(=C1)C=1C=C(C=3N(C1)C=C(N3)C)C#N)N2)C